COC(=O)C=1C=2N(C=C(C1)C=O)N=CN2 6-formyl-[1,2,4]triazolo[1,5-a]pyridine-8-carboxylic acid methyl ester